4-((6-(1-(4-(5-cyanopyridin-2-yl)benzyl)-1H-1,2,3-triazol-4-yl)-2-phenylimidazo[1,2-a]pyridin-3-yl)amino)benzoic acid C(#N)C=1C=CC(=NC1)C1=CC=C(CN2N=NC(=C2)C=2C=CC=3N(C2)C(=C(N3)C3=CC=CC=C3)NC3=CC=C(C(=O)O)C=C3)C=C1